CN1CCNC=C1 (R)-4-methyl-1,2,3,4-tetrahydropyrazin